(3-(2-(dimethylamino)ethyl)-4-hydroxy-1H-indol-1-yl)methyl acetate C(C)(=O)OCN1C=C(C2=C(C=CC=C12)O)CCN(C)C